C(CCCCCC)OC(CCCCC(OC(OCCN(CCCN(CC)CC)CCOC(CC(CCCCCCC)CCCCCCC)=O)=O)CCCCCC)=O.NC(CCC1=CC=CC=C1)C1OC1 (1'-amino-3-phenyl-propyl)oxirane heptyl-3-ethyl-7-(2-((3-heptyldecanoyl)oxy)ethyl)-13-hexyl-11-oxo-10,12-dioxa-3,7-diazaoctadecane-18-oate